CN(C)C1=C(C(=O)OC=C)C=CC=C1 (dimethylaminobenzoyl)oxyethylene